2,4,6-tri(p-tolyl)pyridinium tetrafluoroborate F[B-](F)(F)F.C1(=CC=C(C=C1)C1=[NH+]C(=CC(=C1)C1=CC=C(C=C1)C)C1=CC=C(C=C1)C)C